BrC=1C=C2CN(CC2=CC1)C([C@H](CC)C1=CC=CC=C1)=O (R)-1-(5-Bromoisoindolin-2-yl)-2-phenylbutan-1-one